2-(2H-1,2,3-triazol-2-yl)ethan-1-ol N=1N(N=CC1)CCO